ClC=1C=C(C(=C(C(=O)NC=2SC3=C(N2)C=CC(=C3)C(F)(F)F)C1)O)C=O 5-chloro-3-formyl-2-hydroxy-N-(6-(trifluoromethyl)benzo[d]thiazol-2-yl)benzamide